tert-butyl (R)-3-(2-bromo-6-chloropyridin-4-yl)piperazine-1-carboxylate BrC1=NC(=CC(=C1)[C@@H]1CN(CCN1)C(=O)OC(C)(C)C)Cl